(+/-)-trans-4-(3-hydroxy-4-(3-(trifluoromethyl)phenoxy)piperidin-1-yl)-1-methyl-2-oxo-1,2-dihydropyrido[3,2-d]pyrimidine-6-carbonitrile O[C@@H]1CN(CC[C@H]1OC1=CC(=CC=C1)C(F)(F)F)C=1C2=C(N(C(N1)=O)C)C=CC(=N2)C#N |r|